3-{2-[2-(difluoromethoxy)phenyl]cyclopropyl}-1-methyl-1-[(3R)-1-(pyridazin-3-yl)piperidin-3-yl]urea FC(OC1=C(C=CC=C1)C1C(C1)NC(N([C@H]1CN(CCC1)C=1N=NC=CC1)C)=O)F